4-(6-phenyl-[1,2,4]triazolo[4,3-a]pyridin-3-yl)benzoic acid C1(=CC=CC=C1)C=1C=CC=2N(C1)C(=NN2)C2=CC=C(C(=O)O)C=C2